C(C1=CC=CC=C1)(C1=CC=CC=C1)N1CC(C1)=C(C(C)O)CC 3-(1-benzhydrylazetidin-3-ylidene)-2-pentanol